C1(CC(=O)OC2(N[C@@H](CC2)C(=O)OCC)O1)=O (S)-2-(5-(ethoxycarbonyl) pyrrolidin-2-ylidene) malonate